(4S,5R)-4-amino-5-([4-[3-(2-[3-[1-(2,6-dioxopiperidin-3-yl)-3-methyl-2-oxo-1,3-benzodiazol-5-yl]propoxy]ethoxy)propyl]phenyl]methoxy)hexanamide hydrochloride Cl.N[C@@H](CCC(=O)N)[C@@H](C)OCC1=CC=C(C=C1)CCCOCCOCCCC1=CC2=C(N(C(N2C)=O)C2C(NC(CC2)=O)=O)C=C1